n-methyl-5-(piperidin-4-ylmethyl)-7-(trifluoromethyl)thieno[3,2-b]pyridine-3-carboxamide hydrochloride Cl.CNC(=O)C1=CSC=2C1=NC(=CC2C(F)(F)F)CC2CCNCC2